BrC1=NC=C(C(=C1)N1C(C(=C(C=C1C)O)Cl)=O)C 2'-bromo-3-chloro-4-hydroxy-5',6-dimethyl-2H-[1,4'-bipyridin]-2-one